(3,3-Difluoroazetidin-1-yl)(4-{2-[(S)-(4,4-difluorocyclohexyl)(pyridin-2-ylamino)-methyl]-4-fluoro-1H-benzimidazol-5-yl}tetrahydropyran-4-yl)methanone FC1(CN(C1)C(=O)C1(CCOCC1)C1=C(C2=C(NC(=N2)[C@@H](NC2=NC=CC=C2)C2CCC(CC2)(F)F)C=C1)F)F